8-bromooctanal BrCCCCCCCC=O